C(C)(C)(C)OC(=O)N[C@H](C(=O)OC(C)(C)C)CC1=CC=C(C=C1)OCCOCCOCCOCCNC(=O)C=1SC(=CC1)C#N tert-butyl (S)-2-((tert-butoxycarbonyl)amino)-3-(4-((1-(5-cyanothiophen-2-yl)-1-oxo-5,8,11-trioxa-2-azatridecan-13-yl)oxy)phenyl)propanoate